C(C)OC(CC(=C(C=CC1=CC=C(C=C1)NC(C)=O)O)C(\C=C\C1=CC=C(C=C1)NC(C)=O)=O)=O 6-(4-acetamidophenyl)-3-((E)-3-(4-acetamidophenyl)acryloyl)-4-hydroxy-hexa-3,5-dienoic acid ethyl ester